(1-((6-fluoro-5-methoxypyridin-3-yl)methyl)-1H-pyrazol-4-yl)methylamine FC1=C(C=C(C=N1)CN1N=CC(=C1)CN)OC